[Fe].[Al].[S] sulphur aluminum iron